ClC1=NC(=C2N=CN(C2=N1)[C@H]1[C@@H]([C@@H]([C@H](O1)COCP(O)(=O)OCOC(=O)OCCOC)O)O)N[C@@H]1COCC1 ({[(2R,3S,4R,5R)-5-(2-chloro-6-{[(3S)-oxolan-3-yl]amino}-9H-purin-9-yl)-3,4-dihydroxyoxolan-2-yl]methoxy}methyl)({[(2-methoxyethoxy)carbonyl]oxy}methoxy)phosphinic acid